C(CS)(=O)[O-].C(CS)(=O)[O-].C(CCC)[Sn+2]CCCC dibutyl-tin bis(thioglycolate)